pentanediol oxalate C(C(=O)O)(=O)O.C(CCCC)(O)O